6-((4-(4-chlorophenyl)phthalazin-1-yl)amino)spiro[3.3]heptan-2-ol ClC1=CC=C(C=C1)C1=NN=C(C2=CC=CC=C12)NC1CC2(CC(C2)O)C1